C(C)(C)(C)OC(=O)N1C[C@H](CC1)NC1=NC=2N(C(=C1)NCC1=CC=C(C=C1)C1=CC=CC=C1)N=CC2C#N (S)-3-((7-(([1,1'-biphenyl]-4-ylmethyl)amino)-3-cyanopyrazolo[1,5-a]pyrimidin-5-yl)amino)pyrrolidine-1-carboxylic acid tert-butyl ester